isobutyl-4-(trifluoromethyl)benzamide C(C(C)C)C1=C(C(=O)N)C=CC(=C1)C(F)(F)F